ClC1=NC(=NC(=N1)C=1C=CC2=C(OC3=C2C=CC=C3)C1)C1=CC=CC=C1 2-Chloro-4-(3-dibenzofuranyl)-6-phenyl-1,3,5-triazine